NN1C(=NN=C1CCC=1C=NC=CC1)SCC(=O)NC=1SC2=C(N1)C=CC(=C2)F 2-((4-Amino-5-(2-(pyridine-3-yl)ethyl)-4H-[1,2,4]triazole-3-yl)thio)-N-(6-fluorobenzothiazole-2-yl)acetamide